COC(=O)C=1N=CN(C1)CC=1C(=NC(=C(C1)Br)N1CC2CC2C1)C 1-[(6-{3-azabicyclo[3.1.0]hex-3-yl}-5-bromo-2-methylpyridin-3-yl)methyl]-1H-imidazole-4-carboxylic acid methyl ester